12-methyl-10-[(7-methyl-1H-indazol-5-yl)methyl]-16-oxa-9,12,22,24-tetrazapentacyclo[18.5.2.11,4.13,7.023,26]nonacosa-3,5,7(28),18,20(27),21,23(26)-heptaene-8,11,25-trione CN1C(C(NC(C=2C=CC3=C(CC4(C(NC=5N=CC(C=CCOCCC1)=CC45)=O)C3)C2)=O)CC=2C=C3C=NNC3=C(C2)C)=O